N-(1-methyl-1H-pyrazol-4-yl)oxolane-2-carboxamide CN1N=CC(=C1)NC(=O)C1OCCC1